palladium(2+) bis(cyclopentyldiphenylphosphane) C1(CCCC1)P(C1=CC=CC=C1)C1=CC=CC=C1.C1(CCCC1)P(C1=CC=CC=C1)C1=CC=CC=C1.[Pd+2]